C(C(C)C)OC1=C(C=C(C=C1)N1N=NC2=C1C=CC(=C2)C(=O)OC)C(C)C methyl 1-(4-isobutoxy-3-isopropylphenyl)-1H-benzo[d][1,2,3]triazole-5-carboxylate